3-(6-(((3R,4R)-1-(5-chloro-4-((1-methyl-2,2-dioxido-1,3-dihydrobenzo[c]isothiazol-5-yl)amino)pyrimidin-2-yl)-3-methylpiperidin-4-yl)amino)-1-methyl-1H-indazol-3-yl)piperidine-2,6-dione ClC=1C(=NC(=NC1)N1C[C@H]([C@@H](CC1)NC1=CC=C2C(=NN(C2=C1)C)C1C(NC(CC1)=O)=O)C)NC1=CC2=C(N(S(C2)(=O)=O)C)C=C1